N=1N=CN2C1[C@H](CC2)CS(=O)(=O)[O-] (S)-6,7-dihydro-5H-pyrrolo[2,1-c][1,2,4]triazol-7-ylmethanesulfonate